OC1(CN(C1)C1=NC=CC(=C1)[N+](=O)[O-])C 2-(3-hydroxy-3-methylazetidin-1-yl)-4-nitropyridine